3-(4-fluorophenyl)-1-propargyl-2,4-dioxo-1,2,3,4-tetrahydropyrimidine-5-carboxylic acid FC1=CC=C(C=C1)N1C(N(C=C(C1=O)C(=O)O)CC#C)=O